BrC1=CC=2N(C=C1)N=CC2C(=O)N2C1CN(CC2CC1)C (5-Bromopyrazolo[1,5-a]pyridin-3-yl)(3-methyl-3,8-diazabicyclo[3.2.1]octan-8-yl)methanone